3-CYANO-5-FLUOROBENZALDEHYDE C(#N)C=1C=C(C=O)C=C(C1)F